2,6-di-tertiary butyl-para-isopropyl-phenol C(C)(C)(C)C1=C(C(=CC(=C1)C(C)C)C(C)(C)C)O